Cl.Cl.N(=NC(C)(C)C=1NCCN1)C(C)(C)C=1NCCN1 2,2'-azobis[2-(2-imidazolin-2-yl)propane] dihydrochloride